OC1(C(CCC1)N1C(C(=CC2=C1N=C(N=C2)NC2(CCN(CC2)S(=O)(=O)C([2H])([2H])[2H])[2H])C([2H])([2H])[2H])=O)C (±)-8-(2-hydroxy-2-methylcyclopentyl)-6-(methyl-d3)-2-((1-((methyl-d3)sulfonyl)piperidin-4-yl-4-d)-amino)pyrido[2,3-d]pyrimidin-7(8H)-one